N-(5-chloro-4-((4-chlorophenyl)(cyano)methyl)-2-methylphenyl)-3-fluorobenzamide ClC=1C(=CC(=C(C1)NC(C1=CC(=CC=C1)F)=O)C)C(C#N)C1=CC=C(C=C1)Cl